2-[(3,4-dimethoxyphenyl)methyl]-7-[(2R,3R)-2-hydroxy-6-phenylhexan-3-yl]-5-methylimidazo[5,1-f][1,2,4]triazin-4(1H)-one COC=1C=C(C=CC1OC)CC=1NN2C(C(N1)=O)=C(N=C2[C@H]([C@@H](C)O)CCCC2=CC=CC=C2)C